BrC1=CN(C2=CN=C(C=C21)NC(=O)NC)C 1-(3-bromo-1-methyl-1H-pyrrolo[2,3-c]pyridin-5-yl)-3-methylurea